ClN1NC(C(=C1C)C(=O)N)(C)Cl 1,3-dichloro-methyl-3-methyl-1H-pyrazole-4-carboxamide